1-(4-chloro-2-(2,5-dimethoxypyridin-4-yl)-3-fluorophenyl)ethanone sodium 1-hydroxyethane-1,1-diphosphonate OC(C)(P([O-])(=O)[O-])P([O-])(=O)[O-].[Na+].ClC1=C(C(=C(C=C1)C(C)=O)C1=CC(=NC=C1OC)OC)F.[Na+].[Na+].[Na+]